COC(=O)[C@H]1[C@@H](C1)C1=CC(=CC=C1)Br trans-methyl-2-(3-bromophenyl)cyclopropane-1-carboxylate